(S)-3-Hydroxy-1-methyl-3-(3-(2-(1-tosyl-1H-pyrrolo[2,3-b]pyridin-3-yl)thiazol-4-yl)phenyl)-1H-pyrrolo[3,2-b]pyridin-2(3H)-one O[C@@]1(C(N(C=2C1=NC=CC2)C)=O)C2=CC(=CC=C2)C=2N=C(SC2)C2=CN(C1=NC=CC=C12)S(=O)(=O)C1=CC=C(C)C=C1